C(C)(C)(C)N[SiH2]NC(C)(C)C bis-(t-butylamino)silane